ClC1=CC(=C2C(=N1)N(C=N2)[C@@H]2[C@@H]1[C@H]([C@@H]3[C@H]2OC(O3)(C)C)C1)NCC1CCC1 5-chloro-N-(cyclobutylmethyl)-3-((3aR,3bR,4aS,5R,5aS)-2,2-dimethylhexahydrocyclopropa[3,4]cyclopenta[1,2-d][1,3]dioxol-5-yl)-3H-imidazo[4,5-b]pyridin-7-amine